4-amino-4'-methoxy-6'-(3-oxocyclopent-1-en-1-yl)-6-(thiazol-2-yl)-[2,2'-bipyridine] NC1=CC(=NC(=C1)C=1SC=CN1)C1=NC(=CC(=C1)OC)C1=CC(CC1)=O